C(CCCCCC)C1N2C(OCC2(CO1)CO)CCCCCCC 1-aza-3,7-dioxa-2,8-diheptyl-5-hydroxymethyl-bicyclo[3.3.0]octane